(S)-3-(3-chloro-4-fluorophenyl)-1-(8-fluoro-6-oxo-1,2,3,4,5,6-hexahydrophenanthridin-1-yl)-1-methylurea ClC=1C=C(C=CC1F)NC(N(C)[C@H]1CCCC=2NC(C3=CC(=CC=C3C12)F)=O)=O